3-iodo-1,8-naphthyridine IC=1C=NC2=NC=CC=C2C1